Ethylene sulfate S1(=O)(=O)OCCO1